(R)-6-(1-(4-bromo-3-chlorophenyl)ethyl)-2-oxa-6-azaspiro[3.3]Heptane BrC1=C(C=C(C=C1)[C@@H](C)N1CC2(COC2)C1)Cl